O1C(=CC=C1)S(=O)(=O)O furansulfonic acid